(S)-5-amino-N-(7-bromo-5-fluoroisochroman-4-yl)-N-methyl-1-((2-(trimethylsilyl)ethoxy)methyl)-6,8-dihydro-1H-furo[3,4-d]pyrrolo[3,2-b]pyridine-2-carboxamide NC1=C2C(=C3C(=N1)C=C(N3COCC[Si](C)(C)C)C(=O)N(C)[C@@H]3COCC1=CC(=CC(=C31)F)Br)COC2